(3R,4R)-1-(2-cyanoacetyl)-4-methylpiperidin C(#N)CC(=O)N1CCC(CC1)C